1-[4-(2-methoxyethyl)phenoxy]-3-(propan-2-ylamino)propan-2-ol COCCC1=CC=C(OCC(CNC(C)C)O)C=C1